tert-butyl (S)-2-((tert-butoxycarbonyl)(methyl)amino)-5-fluoropentanoate C(C)(C)(C)OC(=O)N([C@H](C(=O)OC(C)(C)C)CCCF)C